C(C)(C)(C)OC(=O)N1CC2CC2C1 3-azabicyclo[3.1.0]Hexane-3-carboxylic acid tert-butyl ester